N-(ethoxycarbonyl)-N-ethylleucine ethyl ester C(C)OC([C@@H](N(CC)C(=O)OCC)CC(C)C)=O